ClC1=C(C(=CC=C1Cl)O)C1CC=2N(C(=CN2)C=2CCN(CC2)C(=O)OC(C)(C)C)C1 tert-butyl 4-(6-(2,3-dichloro-6-hydroxyphenyl)-6,7-dihydro-5H-pyrrolo[1,2-a]imidazol-3-yl)-3,6-dihydropyridine-1(2H)-carboxylate